allyl ((S)-3-methyl-1-(((S)-1-((4-((((4-nitrophenoxy)carbonyl)oxy)-methyl)phenyl)amino)-1-oxopropan-2-yl)amino)-1-oxobutan-2-yl)carbamate CC([C@@H](C(=O)N[C@H](C(=O)NC1=CC=C(C=C1)COC(=O)OC1=CC=C(C=C1)[N+](=O)[O-])C)NC(OCC=C)=O)C